C(CCC)OOC(C(=O)OO)CC(C)(C(C)(C)C)C(C)(C)C n-butylperoxy-4,4-di-t-butylperoxypentanoic acid